dimethoxytitanium dichloride [Cl-].[Cl-].CO[Ti+2]OC